C(#N)C=1C=C(C2=C(OCCO2)C1)NC1=NC=2N(C(=C1)NC)N=CC2NC(=O)NC 1-(5-((7-cyano-2,3-dihydrobenzo[b][1,4]dioxin-5-yl)amino)-7-(methylamino)pyrazolo[1,5-a]pyrimidin-3-yl)-3-methylurea